CP(C)OC1=NC(=CC=C1C)C=1C=C2C(=NC1)NC=C2CC (6-(3-Ethyl-1H-pyrrolo[2,3-b]pyridin-5-yl)-3-methylpyridin-2-yl) dimethylphosphino oxide